NC1=CC=C(C(=C1C(C)(O)C(C(=O)OC(C)(C)C)C(C(=O)OC(C)(C)C)C)F)F 1,4-di-tert-butyl 2-[1-(6-amino-2,3-difluorophenyl)-1-hydroxyethyl]-3-methylbutanedioate